[Si](C)(C)(C(C)(C)C)N=S(=O)(C)N1C=NC=C1 (tert-butyldimethylsilyl)[(1H-imidazol-1-yl)(methyl)oxo-λ6-sulfanylidene]amine